5-chloro-N-(4-methoxybenzyl)pyridin-2-amine ClC=1C=CC(=NC1)NCC1=CC=C(C=C1)OC